ClCC(=O)NC1=NC=C(C=N1)F Chloro-N-(5-fluoropyrimidin-2-yl)acetamide